C(C)(C)(C)OC(CC[C@@H](C(=O)N)N1C(C2=CC=CC(=C2C1=O)N)=O)=O (S)-5-amino-4-(4-amino-1,3-dioxoisoindolin-2-yl)-5-oxopentanoic acid tert-butyl ester